O1C[C@H](CC1)CS(=O)(=O)[O-] (S)-tetrahydrofuran-3-ylmethyl-sulfonate